Trans-4-(2-fluoroprop-2-yl)cyclohexanecarboxaldehyde FC(C)(C)[C@@H]1CC[C@H](CC1)C=O